ClC=1C=C(C=C2CC(CC12)C=O)OCC1(CC1)NC(OC(C)(C)C)=O tert-Butyl N-[1-[(7-chloro-2-formyl-2,3-dihydro-1H-inden-5-yl)oxymethyl]cyclopropyl]carbamate